OCC([C@@H](C[C@@H]1C(NCC1)=O)NC([C@H](CC(C)C)NC(=O)C=1N(C2=CC=CC(=C2C1)OC)CC(=C)C)=O)=O N-((S)-1-(((R)-4-hydroxy-3-oxo-1-((R)-2-oxopyrrolidin-3-yl)butan-2-yl)amino)-4-methyl-1-oxopentan-2-yl)-4-methoxy-1-(2-methylallyl)-1H-indole-2-carboxamide